BrC=1C=C(C=CC1NCCOC)N1C=CC2=C1N=C(N=C2)N 7-(3-bromo-4-((2-methoxyethyl)amino)phenyl)-7H-pyrrolo[2,3-d]pyrimidin-2-amine